NCCCN1C=C(C2=CC(=CC=C12)CN1CC2C(C1)CN(C2)C2=C(C=C(C=C2)NC2C(NC(CC2)=O)=O)F)C2=CC=C(C=C2)OC(F)(F)F 3-((4-(5-((1-(3-aminopropyl)-3-(4-(trifluoromethoxy)phenyl)-1H-indol-5-yl)methyl)hexahydropyrrolo[3,4-c]pyrrol-2(1H)-yl)-3-fluorophenyl)amino)piperidine-2,6-dione